4-(3-bromoprop-1-ynyl)pyridine BrCC#CC1=CC=NC=C1